2-[4-(1-methyl-4-pyridin-4-yl-1H-pyrazol-3-yl)-phenoxymethyl]-[1,8]naphthyridine CN1N=C(C(=C1)C1=CC=NC=C1)C1=CC=C(OCC2=NC3=NC=CC=C3C=C2)C=C1